C(C)(C)(C)OC(=O)N1CC2=CC(=CC=C2CC1)CO 7-(hydroxymethyl)-3,4-dihydro-1H-isoquinoline-2-carboxylic acid tert-butyl ester